IC1=C(C(=CC(=C1)C(C(F)(F)F)(C(F)(F)F)F)OC(F)F)NC(C1=C(C(=CC=C1)NO)F)=O N-(2-iodo-4-(perfluoropropane-2-yl)-6-(difluoromethoxy)phenyl)-2-fluoro-3-(hydroxyamino)benzamide